CC(C(C(=O)[O-])=O)(C)NC(NCCCCCCCCCCCCCCCC)=S methyl-hexadecylcarbamothioylamino-oxobutanoate